5-chloro-3-(1-methyl-1H-pyrazol-4-yl)benzo[D]oxazol-2(3H)-one ClC=1C=CC2=C(N(C(O2)=O)C=2C=NN(C2)C)C1